NC1CC(CCC1)NC1=NC=C(C(=N1)C1=CNC2=C(C(=CC=C12)C#N)P(=O)(C)C)C(F)(F)F 3-(2-((3-aminocyclohexyl)amino)-5-(trifluoromethyl)pyrimidin-4-yl)-7-(dimethylphosphoryl)-1H-indole-6-carbonitrile